2-(4-chloro-3-fluoro-phenoxy)-N-[1-[[[3-(trifluoromethyl)cyclobutanecarbonyl]amino]carbamoyl]-3-bicyclo[1.1.1]pentanyl]acetamide ClC1=C(C=C(OCC(=O)NC23CC(C2)(C3)C(NNC(=O)C3CC(C3)C(F)(F)F)=O)C=C1)F